[1,3]thiazole-4-carboxylate S1C=NC(=C1)C(=O)[O-]